5-amino-N-(cyclopropylmethyl)-N-(6-(trifluoromethoxy)-2,3-dihydrofuro[2,3-b]pyridin-3-yl)benzo[c][2,6]naphthyridin-9-carboxamide NC1=NC2=C(C3=CN=CC=C13)C=C(C=C2)C(=O)N(C2COC1=NC(=CC=C12)OC(F)(F)F)CC1CC1